2-(3-(3-((4-methyl-4H-1,2,4-triazol-3-yl)methyl)oxetan-3-yl)phenyl)-6-((2-methyl-6,7-dihydrooxazolo[4,5-c]pyridin-5(4H)-yl)methyl)-4-(trifluoromethyl)isoindolin-1-one CN1C(=NN=C1)CC1(COC1)C=1C=C(C=CC1)N1C(C2=CC(=CC(=C2C1)C(F)(F)F)CN1CC2=C(CC1)OC(=N2)C)=O